OC1=C(C=C2C(CCN3C2=C1C(CC3)(C)C)(C)C)C(=O)C3=C(C(=O)O)C=CC=C3 2-(8-hydroxy-1,1,7,7-tetramethyl-2,3,6,7-tetrahydro-1H,5H-pyrido[3,2,1-ij]quinoline-9-carbonyl)benzoic acid